tert-butyl ((1r,3r)-3-(4-(2-(4-((2-cyanopyrimidin-4-yl)methoxy)phenyl)propane-2-yl)phenoxy)cyclobutyl)carbamate C(#N)C1=NC=CC(=N1)COC1=CC=C(C=C1)C(C)(C)C1=CC=C(OC2CC(C2)NC(OC(C)(C)C)=O)C=C1